silver-nickel lanthanum oxide [O-2].[La+3].[Ni+2].[Ag+].[O-2].[O-2]